2-(3-ethylphenyl)ethyl-(tert-butoxycarbonyl)valine C(C)C=1C=C(C=CC1)CCN([C@@H](C(C)C)C(=O)O)C(=O)OC(C)(C)C